C(C)OC(=O)C1=C(C=NC=2N1N=CC2)OCOC 6-(methoxymethoxy)pyrazolo[1,5-a]pyrimidine-7-carboxylic acid ethyl ester